FC(C)(C)C1=CC(=NC=C1)C(=O)NC=1C=NC(=C(C1)C=1C=NC2=CC(=NC=C2C1)NC)C 4-(2-fluoroprop-2-yl)-N-(6-methyl-5-(7-(methylamino)-1,6-naphthyridin-3-yl)pyridin-3-yl)picolinamide